tert-butyl 5-carbamoyl-3',3'-dimethyl-6-(4-phenoxyphenyl)-3',6'-dihydro-[2,4'-bipyridine]-1'(2'H)-carboxylate C(N)(=O)C=1C=CC(=NC1C1=CC=C(C=C1)OC1=CC=CC=C1)C=1C(CN(CC1)C(=O)OC(C)(C)C)(C)C